CN1CC(CC1)(C(=O)O)C 1,3-dimethylpyrrolidine-3-carboxylic acid